BrC1=NN(C(=N1)Br)CCC=C 3,5-dibromo-1-(but-3-en-1-yl)-1H-1,2,4-triazole